(S)-3-((3-fluoro-4-(hexadecyloxy)phenyl)sulfonyl)-4-(4-(4-methylpiperazin-1-yl)-[1,4'-bipiperidin]-1'-yl)-6-(methylsulfinyl)quinoline FC=1C=C(C=CC1OCCCCCCCCCCCCCCCC)S(=O)(=O)C=1C=NC2=CC=C(C=C2C1N1CCC(CC1)N1CCC(CC1)N1CCN(CC1)C)[S@@](=O)C